CN1N=CC=2C1=NC(=CC2N2CC1=C(CC2)N(N=C1C)CC12CCC(CC1)(CC2)NC(CCNC)=O)C N-(4-((5-(1,6-dimethyl-1H-pyrazolo[3,4-b]pyridin-4-yl)-3-methyl-4,5,6,7-tetrahydro-1H-pyrazolo[4,3-c]pyridin-1-yl)methyl)bicyclo[2.2.2]octan-1-yl)-3-(methylamino)propanamide